CN1N=CC=2C=3N=C(C=C(C(/N=C/4\NC=5C=CC(=CC5N4C[C@@H](CCCC12)C)C=1C=NC(=CC1)C)=O)C3)C (10R,20E)-5,10,25-trimethyl-15-(6-methyl-3-pyridyl)-4,5,12,19,21,26-hexazapentacyclo[21.3.1.02,6.012,20.013,18]heptacosa-1(27),2(6),3,13(18),14,16,20,23,25-nonaen-22-one